5-[4-[[1-[4-[[3-(4-cyano-3,5-dimethyl-phenoxy)-2,2,4,4-tetramethyl-cyclobutyl]carbamoyl]phenyl]-4-piperidyl]methyl]piperazin-1-yl]pyrazine-2-carboxylic acid C(#N)C1=C(C=C(OC2C(C(C2(C)C)NC(=O)C2=CC=C(C=C2)N2CCC(CC2)CN2CCN(CC2)C=2N=CC(=NC2)C(=O)O)(C)C)C=C1C)C